ClC1=C2CC(CC2=CC(=C1)Cl)NC1=NC=C(C=N1)C(=O)N1CCC12COC2 (2-((4,6-dichloro-2,3-dihydro-1H-inden-2-yl)amino)pyrimidin-5-yl)(6-oxa-1-azaspiro[3.3]heptan-1-yl)methanone